ClCC1=CC=C(C=N1)C=O 6-(chloromethyl)pyridine-3-carbaldehyde